(3-chloro-5-fluorophenyl)[7-(trifluoromethylsulfonyl)-1H-indazol-4-yl]amine ClC=1C=C(C=C(C1)F)NC1=C2C=NNC2=C(C=C1)S(=O)(=O)C(F)(F)F